C(C)(C)(C)OC(NCCON)=O (2-(aminooxy)ethyl)carbamic acid tert-butyl ester